CN1N=CC(=N1)C(=O)OCC ethyl 2-methyl-2H-1,2,3-triazole-4-carboxylate